ClC1=C(C=CC=C1C1=C(C(=NC=C1)Cl)Cl)C1=CC=C(C(=N1)OC)CN(C(OC(C)(C)C)=O)C1CCN(CC1)C(CCOC)=O tert-Butyl N-[[6-[2-chloro-3-(2,3-dichloro-4-pyridyl)phenyl]-2-methoxy-3-pyridyl]methyl]-N-[1-(3-methoxypropanoyl)-4-piperidyl]carbamate